FC1=C(C(=CC=C1C=1N=CN(C1)C1=C(C=CC=C1)C(F)(F)F)O)N1CC(NS1(=O)=O)=O 5-(2-fluoro-6-hydroxy-3-(1-(2-(trifluoromethyl)phenyl)-1H-imidazol-4-yl)phenyl)-1,2,5-thiadiazolidin-3-one 1,1-dioxide